glycyl-beta-alanine 2-(2-Bicyclo[2.2.1]hept-5-enylmethoxy)ethylmethansulfonat C12C(CC(C=C1)C2)COCCCS(=O)(=O)O.NCC(=O)NCCC(=O)O